CS(=O)(=O)N1CCC(CC1)COC1=C(C=C(C(=O)OC)C=C1)C(F)(F)F Methyl 4-((1-(methylsulfonyl)piperidin-4-yl)methoxy)-3-(trifluoromethyl)-benzoate